7-((3-((2,6-dimethylphenyl)amino)-1-methyl-1H-pyrazolo[3,4-d]pyrimidin-6-yl)amino)-N-(2-(2,6-dioxopiperidin-3-yl)-1-oxoisoindolin-5-yl)-3,4-dihydroisoquinoline CC1=C(C(=CC=C1)C)NC1=NN(C2=NC(=NC=C21)NC2=CC=C1CCN(CC1=C2)C=2C=C1CN(C(C1=CC2)=O)C2C(NC(CC2)=O)=O)C